C1(CCCCC1)P(C1=CC(=CC(=C1)OC)OC)C1CCCCC1 dicyclohexyl-(3,5-dimethoxyphenyl)phosphine